thiophene-2,3-diyldimethanol S1C(=C(C=C1)CO)CO